C(C(O)C)(=O)OCC 1-(-)-ethyl lactate